C1CCC2=C(C=CC=C12)C1=C(C=C2C(=N1)C(=NN2)C=2C=CC(=NC2)C21CN(CC1C2)C(=O)[C@@H]2N(CCOC2)C)OC (1-(5-(5-(2,3-Dihydro-1H-inden-4-yl)-6-methoxy-1H-pyrazolo[4,3-b]pyridin-3-yl)pyridin-2-yl)-3-azabicyclo[3.1.0]hexan-3-yl)((R)-4-methylmorpholin-3-yl)methanone